COC=1C=2N(C=C(C1)C=1N=NN(C1C)[C@H]1CNCC1)N=CC2C#N 4-Methoxy-6-[5-methyl-1-[(3R)-pyrrolidin-3-yl]triazol-4-yl]pyrazolo[1,5-a]pyridine-3-carbonitrile